5-cyano-6-methyl-2-oxo-1-phenyl-1,2-dihydropyridine-3-carboxamide C(#N)C=1C=C(C(N(C1C)C1=CC=CC=C1)=O)C(=O)N